C(C)C(COC(CCCCCCCC(CCCCCCCCC)COC(CCCCCCCCCCCCCCCCC)=O)=O)CCCC 9-((Stearoyloxy)methyl)octadecanoic acid (2'-ethylhexyl)ester